C(CCCCCCC\C=C/CCCCCCCC)OC[C@@H](OC(C)=O)CO 1-O-(cis-9-octadecenyl)-2-O-acetyl-sn-glycerol